4-(2-(4-fluorobenzyl)-2H-tetrazol-5-yl)-N-(2-hydroxyethyl)-2-methoxybenzene-sulfonamide FC1=CC=C(CN2N=C(N=N2)C2=CC(=C(C=C2)S(=O)(=O)NCCO)OC)C=C1